F[C@@H]1C[C@@]2(CCCN2C1)COC=1N=C(C2=C(N1)C(=C(N=C2)C2=CC(=CC1=CC=C(C(=C21)F)F)O)F)C2C[C@@H](NCC2)C 4-(2-{[(2R,7aS)-2-fluoro-hexahydro-1H-pyrrolizin-7a-yl]methoxy}-8-fluoro-4-[(2S)-2-methylpiperidin-4-yl]pyrido[4,3-d]pyrimidin-7-yl)-5,6-difluoronaphthalen-2-ol